[3-(difluoromethyl)-5-fluoro-phenyl]boronic acid FC(C=1C=C(C=C(C1)F)B(O)O)F